OC1=C(C=C(C(=C1)O)C(C)C)C(=O)N1CC2=CC=C(C=C2C1)CN1CCN(CC1)CC#C (2,4-Dihydroxy-5-isopropylphenyl)(5-((4-(prop-2-yn-1-yl)piperazin-1-yl)methyl)isoindolin-2-yl)methanone